O-AminoPhenol (S)-tert-butyl-4-((3-chloro-1-tosyl-1H-pyrrolo[2,3-b]pyridin-6-yl)(methyl)carbamoyl)-3-(6-methyl-4-(trifluoromethyl)pyridin-2-yl)-2-oxoimidazolidine-1-carboxylate C(C)(C)(C)[C@@]1(N(C(N(C1)C(=O)O)=O)C1=NC(=CC(=C1)C(F)(F)F)C)C(N(C)C1=CC=C2C(=N1)N(C=C2Cl)S(=O)(=O)C2=CC=C(C)C=C2)=O.NOC2=CC=CC=C2